5-(1-methylhexyl)-4-hydroxy-2-methylbenzoic acid CC(CCCCC)C=1C(=CC(=C(C(=O)O)C1)C)O